N-((2S)-1,1-dicyclohexyl-3-((2-((R)-4-isopropyl-2-oxoimidazolidin-1-yl)-2-(o-tolylcarbamoyl)-2,3-dihydro-1H-inden-5-yl)amino)-3-oxopropan-2-yl)-4-methyl-1,2,5-oxadiazole-3-carboxamide C1(CCCCC1)C([C@@H](C(=O)NC=1C=C2CC(CC2=CC1)(C(NC1=C(C=CC=C1)C)=O)N1C(N[C@@H](C1)C(C)C)=O)NC(=O)C1=NON=C1C)C1CCCCC1